2-(2-(cyclopropanesulfonamido)thiazol-4-yl)-2-methyl-N-(4-(6-methylpyridin-3-yl)phenyl)propanamide C1(CC1)S(=O)(=O)NC=1SC=C(N1)C(C(=O)NC1=CC=C(C=C1)C=1C=NC(=CC1)C)(C)C